1-ethyl-3-(4-(6-oxo-1,4,5,6-tetrahydropyridazin-3-yl)phenyl)guanidine C(C)NC(=N)NC1=CC=C(C=C1)C1=NNC(CC1)=O